FC(C12CC(C1)(C2)CO)(F)F (3-(trifluoromethyl)bicyclo[1.1.1]pentan-1-yl)methanol